Cl.N[C@@H]1C(N(C2=C(OC1)C=CC(=C2)OC2CCC(CC2)(C)C)C)=O (S)-3-amino-7-((4,4-dimethylcyclohexyl)oxy)-5-methyl-2,3-dihydrobenzo[b][1,4]oxazepin-4(5H)-one hydrochloride